CC=1C=C(C=CC1C=1C(=NNC1C)C1=CC=NC=C1)C=1C=C(C=CC1)S(=O)(=O)N 3-[3-methyl-4-[5-methyl-3-(4-pyridyl)-1H-pyrazol-4-yl]phenyl]benzenesulfonamide